COC=1C=C(C=CC1OCC=1C=NC(=CC1)C)CN (3-methoxy-4-((6-methylpyridin-3-yl)methoxy)phenyl)methylamine